(R)-cyclopropyl-[(5S,7S)-7-fluoro-5-phenyl-6,7-dihydro-5H-pyrrolo[1,2-b][1,2,4]triazol-2-yl]methanol C1(CC1)[C@@H](O)C=1N=C2N(N1)[C@@H](C[C@@H]2F)C2=CC=CC=C2